2-[(3-iodo-4,5-dimethyl-pyrazol-1-yl)methoxy]ethyl-trimethyl-silane IC1=NN(C(=C1C)C)COCC[Si](C)(C)C